C(C=CCCC)=O 4Z-hexenal